C(C)(C)(C)OC(=O)N1CCC(C2=C(C=CC=C12)Br)=O 5-bromo-4-oxo-3,4-dihydroquinoline-1(2H)-carboxylic acid tert-butyl ester